NC1=NN(C2=CC(=CC(=C12)C1=CC=C(C=C1)NC(=O)C=1C(N(C=CC1OCC)C1=CC=C(C=C1)F)=O)C1CCN(CC1)C(C(C)C)=O)C N-(4-(3-amino-6-(1-isobutyrylpiperidin-4-yl)-1-methyl-1H-indazol-4-yl)phenyl)-4-ethoxy-1-(4-fluorophenyl)-2-oxo-1,2-dihydropyridine-3-carboxamide